(R)-N-(3-(5-bromo-1-(2,6-dichlorobenzoyl)-1H-pyrrolo[2,3-b]pyridine-3-carbonyl)-4-fluoro-2-methoxyphenyl)-3-fluoropyrrolidine-1-sulfonamide BrC=1C=C2C(=NC1)N(C=C2C(=O)C=2C(=C(C=CC2F)NS(=O)(=O)N2C[C@@H](CC2)F)OC)C(C2=C(C=CC=C2Cl)Cl)=O